2,4,6-trimethylbenzene-1-sulfonic acid amino ester NOS(=O)(=O)C1=C(C=C(C=C1C)C)C